C1(=CCCC=C1)C(C)O 3,4-dihydrophenylethanol